FC(C1=NC(=NC(=C1)C(F)(F)F)N1[C@H](C=2NC3=CC=C(C=C3C2CC1)Cl)CC1CCCCC1)(F)F (1S)-2-[4,6-bis(trifluoromethyl)pyrimidin-2-yl]-6-chloro-1-(cyclohexylmethyl)-2,3,4,9-tetrahydro-1H-pyrido[3,4-b]indole